(3S,7aS)-7a-((E)-4-(4,4,5,5-tetramethyl-1,3,2-dioxaborolan-2-yl)but-2-enyl)-3-(trichloromethyl)tetrahydropyrrolo[1,2-c]oxazol-1(3H)-one CC1(OB(OC1(C)C)C/C=C/C[C@]12N([C@@H](OC1=O)C(Cl)(Cl)Cl)CCC2)C